2-(2-oxopyrrolidin-1-yl)ethyl ((3S,5R,8R,9S,10S,13R,14S,17R)-14-hydroxy-10,13-dimethyl-17-(2-oxo-2H-pyran-5-yl)hexadecahydro-1H-cyclopenta[a]phenanthren-3-yl)(methyl)carbamate O[C@]12[C@@H]3CC[C@@H]4C[C@H](CC[C@@]4([C@H]3CC[C@@]2([C@H](CC1)C=1C=CC(OC1)=O)C)C)N(C(OCCN1C(CCC1)=O)=O)C